COC=1C2=C(SC1CNCC[C@]1(CCOC3(CCCC3)C1)C1=NC=CC=C1)C=CC=C2 (R)-N-((3-methoxybenzo[b]thiophen-2-yl)methyl)-2-(9-(pyridin-2-yl)-6-oxaspiro[4.5]decan-9-yl)ethanamine